COC1=CC2=C(N=C[C@H]3N(C2=O)CCCC3)C=C1OCCCC(=O)NC=1C=C(N(C1)C)C(=O)N 4-(4-(((S)-2-methoxy-12-oxo-6a,7,8,9,10,12-hexahydrobenzo[e]pyrido[1,2-a][1,4]diazepin-3-yl)oxy)butyrylamino)-1-methyl-1H-pyrrole-2-carboxamide